bithiophen-3-yl S1C=C(C=C1)C1=CSC=C1